C(C1=CC=CC=C1)N1CCC(CC1)CNCC1=CC=C(C(=O)NO)C=C1 4-((((1-benzylpiperidin-4-yl)methyl)amino)methyl)-N-hydroxybenzamide